C(N)(=O)C=1C(=NC(=NC1)N1C[C@H](CCC1)NC(OC(C)(C)C)=O)NC1=CC(=CC(=C1)C(C)C)C(C)(C)O (S)-tert-butyl (1-(5-carbamoyl-4-((3-(2-hydroxypropan-2-yl)-5-isopropylphenyl)amino)pyrimidin-2-yl)piperidin-3-yl)carbamate